COCOCCCCCCCCCCCCCCCCCC(OCC)OCC diethoxystearyl methoxymethyl ether